NC1=NN(C2=C(C=C(C(=C12)OC1=C(C=CC(=C1)F)Cl)NC(C1=CC(=CC(=C1)C(F)(F)F)F)=O)C#CC(C)(C)N)C N-(3-Amino-7-(3-amino-3-methylbut-1-yn-1-yl)-4-(2-chloro-5-fluorophenoxy)-1-methyl-1H-indazol-5-yl)-3-fluoro-5-(trifluoromethyl)benzamide